tripropoxytitanium C(CC)O[Ti](OCCC)OCCC